Cl.C1(=CC=CC=C1)CCC[C@H](N)B1OC(C(O1)(C)C)(C)C (R)-4-phenyl-1-(4,4,5,5-tetramethyl-1,3,2-dioxaborolan-2-yl)butan-1-amine, hydrochloride